C(C)(C)(C)OC(=O)N1CCC(CC1)N1C2CN(CC(C1)C2)C2=CC=C(C=C2)[N+](=O)[O-].NCCNCCC[Si](OCC)(OCC)OCC N-(2-aminoethyl)3-aminopropyl-triethoxysilane tert-butyl-4-(3-(4-nitrophenyl)-3,6-diazabicyclo[3.2.1]octan-6-yl)piperidine-1-carboxylate